7-(5-{[(2S,4R)-2-methylpiperidin-4-yl]oxy}[1,3]thiazolo[5,4-d][1,3]thiazol-2-yl)-4-(1H-pyrazol-4-yl)-1H-pyrrolo[2,3-c]pyridine hydrochloride Cl.C[C@@H]1NCC[C@H](C1)OC=1SC2=C(N1)SC(=N2)C=2N=CC(=C1C2NC=C1)C=1C=NNC1